13-(3-{[(10Z,12Z)-1-oxooctadeca-9,12-dienyl] oxy} propyl)-2-methyl-9,12-dioxo-5-oxa-2,8,13-triazahexadec-10-en-16-yl (10Z,12Z)-octadeca-9,12-dienoate C(CCCCCCC\C=C/C\C=C/CCCCC)(=O)OCCCN(C(C=CC(NCCOCCN(C)C)=O)=O)CCCOC(CCCCCCC\C=C/C\C=C/CCCCC)=O